ClC=1C=C2N(C(C=3N(C2=CC1)C=CN3)=O)C3=C(C=CC=C3)C(F)(F)F 7-Chloro-5-(2-(trifluoromethyl)phenyl)imidazo[1,2-a]quinoxalin-4(5H)-one